(3R,4S)-1-(6-amino-5-fluoropyrimidin-4-yl)-3-[(3R)-3-[3-chloro-5-(trifluoromethyl)anilino]-2-oxopiperidin-1-yl]piperidine-4-carboxamide NC1=C(C(=NC=N1)N1C[C@@H]([C@H](CC1)C(=O)N)N1C([C@@H](CCC1)NC1=CC(=CC(=C1)C(F)(F)F)Cl)=O)F